NCCCCCCCN.[Na] sodium heptamethylenediamine